3-(5-(((1s,3s)-adamantan-1-yl)amino)-2-methyl-4-oxoquinazolin-3(4H)-yl)piperidine C12(CC3CC(CC(C1)C3)C2)NC2=C3C(N(C(=NC3=CC=C2)C)C2CNCCC2)=O